N-benzyl-pyridine C(C1=CC=CC=C1)N1CC=CC=C1